C(C)(C)N1C(NC(=CC1=O)N[C@@H]1C2=C(COCC1)C=CC=C2)=O (S)-3-isopropyl-6-((1,3,4,5-tetrahydrobenzo[c]oxepin-5-yl)amino)pyrimidine-2,4(1H,3H)-dione